(S)-3-(1-(4-(4-(3,5-dimethyl-1-(oxetan-3-ylmethyl)-1H-pyrazol-4-yl)-5-fluoropyrimidin-2-yl)piperazine-1-carbonyl)-4,5-dihydro-1H-pyrazol-5-yl)-5-fluorobenzonitrile CC1=NN(C(=C1C1=NC(=NC=C1F)N1CCN(CC1)C(=O)N1N=CC[C@H]1C=1C=C(C#N)C=C(C1)F)C)CC1COC1